(R)-N-(5-(5-(difluoromethyl)-1,2,4-oxadiazol-3-yl)-2,3-dihydro-1H-inden-1-yl)-1-(2-methoxyethyl)-1H-pyrazole-4-carboxamide FC(C1=NC(=NO1)C=1C=C2CC[C@H](C2=CC1)NC(=O)C=1C=NN(C1)CCOC)F